tert-butyl 4-(5-(3-chloro-4-(dimethylcarbamoyl)phenyl)-1,3,4-thiadiazol-2-yl)-5,6-dihydropyridine-1(2H)-carboxylate ClC=1C=C(C=CC1C(N(C)C)=O)C1=NN=C(S1)C1=CCN(CC1)C(=O)OC(C)(C)C